tert-butyl (R)-3-(4-chloro-3-iodo-N-(4-iodopyridin-2-yl)benzamido)piperidine-1-carboxylate ClC1=C(C=C(C(=O)N(C2=NC=CC(=C2)I)[C@H]2CN(CCC2)C(=O)OC(C)(C)C)C=C1)I